ClC=1C=CC(=C(C1)C1=CC(=C(N=N1)C)NC1=CC(=NC=C1)NC(=O)C=1C=NN(C1)CCN(C(OC(C)(C)C)=O)C)F tert-butyl N-(2-{4-[(4-{[6-(5-chloro-2-fluorophenyl)-3-methylpyridazin-4-yl]amino}pyridin-2-yl)carbamoyl]-1H-pyrazol-1-yl}ethyl)-N-methylcarbamate